lauroyl glyceryl ether C(C(O)CO)OC(CCCCCCCCCCC)=O